Cl.Cl.O=C(CCC(=O)O)N1CCNCCNCC1 4-oxo-4-(1,4,7-triazonan-1-yl)butanoate dihydrochloride